C(N)(=N)N1CCC(=CC1)C=1C=NC(=CC1)NC(C1=C(C=C(C=C1)C=1CCN(CC1)C(N)=N)OC)=O N-(1'-carbamimidoyl-1',2',3',6'-tetrahydro-[3,4']bipyridinyl-6-yl)-4-(1-carbamimidoyl-1,2,3,6-tetrahydro-pyridin-4-yl)-2-methoxy-benzamide